8-bromo-[1,2,4]triazolo[1,5-a]pyridine-5-amine hydrochloride Cl.BrC=1C=2N(C(=CC1)N)N=CN2